OC1=CC=2N(C3=CC(=C(C=C3C2C=C1O)O)O)C1=CC2=CC=C3C=C(C=C4C=CC(=C1)C2=C43)N4C3=CC(=C(C=C3C=3C=C(C(=CC43)O)O)O)O 2,7-bis(2,3,6,7-tetrahydroxy-9H-carbazol-9-yl)pyrene